BrC1=C(C=C(C=C1)C1=C(C(=CC=C1)C[C@@H]1N(CC([C@@H]1NS(N(C)C)(=O)=O)(F)F)C(=O)C1(CCC1)O)F)C N'-[(2S,3R)-2-[(4'-bromo-2-fluoro-3'-methyl[1,1'-biphenyl]-3-yl)methyl]-4,4-difluoro-1-(1-hydroxycyclobutane-1-carbonyl)pyrrolidin-3-yl]-N,N-dimethylsulfuric diamide